NC=1C=C(C=C(C1)C(F)(F)F)C(C)NC=1C=2CN(CC2N2CCN=C2N1)C(=O)C12CC(C1)C2 {4-[1-(3-Amino-5-trifluoromethyl-phenyl)-ethylamino]-1,3,7,8-tetrahydro-2,5,6,8a-tetraaza-as-indacen-2-yl}-bicyclo[1.1.1]pent-1-yl-methanone